CC1(CC(C1)OC1=NN2C(C3=C([C@H](C2)C)C(=NO3)[C@@](C(F)(F)F)(C)O)=C1)C#N (1R,3r)-1-methyl-3-(((R)-4-methyl-3-((R)-1,1,1-trifluoro-2-hydroxypropan-2-yl)-4,5-dihydroisoxazolo[5,4-c]pyrazolo[1,5-a]pyridin-8-yl)oxy)cyclobutane-1-carbonitrile